1-(trans-3-hydroxycyclobutyl)-N,N-dimethyl-1H-pyrazole-5-carboxamide O[C@@H]1C[C@H](C1)N1N=CC=C1C(=O)N(C)C